8-[6-(pyrimidin-2-yl)pyrazin-2-yl]-2-[6-(trifluoromethyl)pyridin-3-yl]-2,8-diazaspiro[4.5]decane N1=C(N=CC=C1)C1=CN=CC(=N1)N1CCC2(CCN(C2)C=2C=NC(=CC2)C(F)(F)F)CC1